NC1=C(C=CC(=C1)Br)CNCC(=O)O 2-[(2-amino-4-bromo-phenyl)methyl-amino]acetic acid